C(#N)C1(CC1)NS(=O)(=O)C=1C=C(C=2N(C1)C(=CN2)C=2SC(=NN2)C(F)F)N2C[C@H]1[C@H](CC2)COC1 N-(1-cyanocyclopropyl)-3-(5-(difluoromethyl)-1,3,4-thiadiazol-2-yl)-8-((trans)-hexahydrofuro[3,4-c]pyridin-5(3H)-yl)imidazo[1,2-a]pyridine-6-sulfonamide